O[C@@H]1CN(CC[C@H]1NC1=NN2C(C=N1)=C(N=C2C(C)C)C)C(=O)OC(C)(C)C tert-butyl (3R,4R)-3-hydroxy-4-({7-isopropyl-5-methylimidazo[4,3-f][1,2,4]triazin-2-yl}amino)piperidine-1-carboxylate